benzyl (2S)-2-(cyanomethyl)-4-[6-[(3-methoxy-1-naphthyl)carbamoyl]-2-[(1-methylpyrrolidin-2-yl)methylamino]pyrimidin-4-yl]piperazine-1-carboxylate C(#N)C[C@@H]1N(CCN(C1)C1=NC(=NC(=C1)C(NC1=CC(=CC2=CC=CC=C12)OC)=O)NCC1N(CCC1)C)C(=O)OCC1=CC=CC=C1